sulfosalicylic acid sodium salt [Na+].[O-]C(=O)C=1C(O)=CC=C(S(=O)(=O)[O-])C1.[Na+]